chlorovalerone ClCCCCC(CCCC)=O